C(C)OC(=O)C=1C2=C(N(C1C)S(=O)(=O)CC1=CC=CC=C1)C(CC2C2=CC=CC=C2)=O 2-Methyl-6-oxo-4-phenyl-1-toluenesulfonyl-1,4,5,6-tetrahydrocyclopenta[b]pyrrole-3-carboxylic acid ethyl ester